C(CCC)C(CCOC(CCCCC(=O)O)=O)CCCCCC 6-((3-butylnonyl)oxy)-6-oxohexanoic acid